(3R,4R)-3-[3-[5-chloro-2-(difluoromethoxy)phenyl]-4-[pyrazolo[1,5-a]pyrimidin-3-ylamino]-1H-pyrazol-1-yl]-4-hydroxypiperidine-1-carboxylic acid tert-butyl ester C(C)(C)(C)OC(=O)N1C[C@H]([C@@H](CC1)O)N1N=C(C(=C1)NC=1C=NN2C1N=CC=C2)C2=C(C=CC(=C2)Cl)OC(F)F